CC1(C(=CC(C=C1C(C)C)(OOC(C)(C)C)C)C(C)C)OOC(C)(C)C 2,5-dimethyl-2,5-di(tert-butylperoxy)diisopropylbenzene